Cl.ClC1=CC=C(C=C1)C1CNC1 3-(4-chlorophenyl)-azetidine hydrochloride